C(C)C1=CC(=C(C=C1)S(=O)(=O)NC1=NOC=2C1=C1OCCCC1=C(C2)CN2N=CC(=C2)CNC(OC)=O)OC methyl ((1-((9-((4-ethyl-2-methoxyphenyl)sulfonamido)-3,4-dihydro-2H-chromeno[8,7-d]isoxazol-5-yl)methyl)-1H-pyrazol-4-yl)methyl)carbamate